(2R,3S)-2-amino-3-hydroxy-N-((R)-1-(3-methoxyphenyl)ethyl)butanamide hydrochloride Cl.N[C@@H](C(=O)N[C@H](C)C1=CC(=CC=C1)OC)[C@H](C)O